Ethyl 7-[1-(4-phenoxycarbonylamino-phenyl)-1H-benzimidazol-5-yloxy]-heptanoate O(C1=CC=CC=C1)C(=O)NC1=CC=C(C=C1)N1C=NC2=C1C=CC(=C2)OCCCCCCC(=O)OCC